N-((4,4-difluorocyclohexyl)methyl)-5-(pyrazolo[1,5-a]pyridin-5-yl)-7H-pyrrolo[2,3-d]pyrimidin-2-amine FC1(CCC(CC1)CNC=1N=CC2=C(N1)NC=C2C2=CC=1N(C=C2)N=CC1)F